(E)-N-((4'-(Dimethylamino)-[1,1'-biphenyl]-4-yl)methyl)-N-(3-(2-(pyridin-4-yl)vinyl)phenyl)cyclohexanecarboxamide CN(C1=CC=C(C=C1)C1=CC=C(C=C1)CN(C(=O)C1CCCCC1)C1=CC(=CC=C1)\C=C\C1=CC=NC=C1)C